FC1=C(C(=CC=C1)C)N1CCC(CC1)N1C(N(C=2C(C1)=CN(N2)COCC[Si](C)(C)C)CC2=NC=CC=C2C(F)(F)F)=O 5-[1-(2-Fluoro-6-methyl-phenyl)-piperidin-4-yl]-7-(3-trifluoromethyl-pyridin-2-ylmethyl)-2-(2-trimethylsilanyl-ethoxymethyl)-2,4,5,7-tetrahydro-pyrazolo[3,4-d]pyrimidin-6-one